BrC=1C=C(C(=NC1)OC)\C=C\C1CCC(CC1)(F)F (E)-5-bromo-3-(2-(4,4-difluorocyclohexyl)vinyl)-2-methoxypyridine